4-((1H-Pyrazol-1-yl)methyl)-N-(5-(1-hydroxy-2-methylpropan-2-yl)-2-methoxyphenylsulfonimidoyl)-3-methoxybenzamide N1(N=CC=C1)CC1=C(C=C(C(=O)NS(=O)(=N)C2=C(C=CC(=C2)C(CO)(C)C)OC)C=C1)OC